OCCSCC(CS)O 3-(2-hydroxyethylsulfanyl)-2-hydroxypropyl thiol